OCCN1C2(C(C3=CC=CC=C13)(C)C)OC1=CC=C(C=C1C=C2)S(=O)(=O)[O-] 1'-(2-hydroxyethyl)-3',3'-dimethylspiro[chromene-2,2'-indoline]-6-sulfonate